(3R)-N-[2-(1-benzylpiperidin-4-yl)ethyl]-1-(5-cyanopyridin-2-yl)-3-methylpiperidine-4-carboxamide C(C1=CC=CC=C1)N1CCC(CC1)CCNC(=O)C1[C@H](CN(CC1)C1=NC=C(C=C1)C#N)C